(R)-N-(2-(4-Cyanothiazolidin-3-yl)-2-oxoethyl)-6-(3-(trifluoromethyl)-1H-pyrazol-1-yl)quinoline-4-carboxamide C(#N)[C@H]1N(CSC1)C(CNC(=O)C1=CC=NC2=CC=C(C=C12)N1N=C(C=C1)C(F)(F)F)=O